N-(1-(3,4-dichlorobenzyl)-2,3-diketoindol-5-yl)-3-cyanobenzamide ClC=1C=C(CN2C(C(C3=CC(=CC=C23)NC(C2=CC(=CC=C2)C#N)=O)=O)=O)C=CC1Cl